4,5,6-trifluoro-N-methyl-1H-indole-2-carboxamide FC1=C2C=C(NC2=CC(=C1F)F)C(=O)NC